[O-2].[Ga+3].[Al+3].[O-2].[O-2] Aluminum-Gallium-Oxide